1,1,1,3,3,3-Hexafluoro-2-(fluoromethoxy)propane FC(C(C(F)(F)F)OCF)(F)F